6-(1-naphthylimino)ethyl-2-acetylpyridine C1(=CC=CC2=CC=CC=C12)N=CCC1=CC=CC(=N1)C(C)=O